C(C)(=O)N1CC2(C1)C[C@H]([C@@H](CC2)N2N=C1C=C(C(=CC1=C2)C(=O)NC2=CN=C1N2N=CC=C1)OC)C |o1:8,9| rel-2-((6R,7R)-2-Acetyl-6-methyl-2-azaspiro[3.5]nonan-7-yl)-N-(imidazo[1,2-b]pyridazin-3-yl)-6-methoxy-2H-indazole-5-carboxamide